(3,5-dibromophenyl)methyl acetate C(C)(=O)OCC1=CC(=CC(=C1)Br)Br